C(#N)CC1=C(C=CC=C1C1=C(C=CC=C1)C1=CC=CC=C1)C1=CC=CC=C1 2-cyanomethyl-1,1'-biphenyl-Yl-1,1'-biphenyl